ClC1=CC=C(C=N1)CN1C(C=CC=C1)=NC(C(F)(F)F)=O N-[1-[(6-chloro-3-pyridyl)methyl]-2-pyridylidene]-2,2,2-trifluoro-acetamide